2-((6-(2-chloro-3-(3-chloro-5'-methoxy-6'-(((tetrahydro-2H-pyran-4-yl)amino)methyl)-[2,3'-bipyridin]-4-yl)phenyl)-2-methoxypyridin-3-yl)methyl)-2,6-diazaspiro[3.4]octan-7-one ClC1=C(C=CC=C1C1=C(C(=NC=C1)C=1C=NC(=C(C1)OC)CNC1CCOCC1)Cl)C1=CC=C(C(=N1)OC)CN1CC2(C1)CNC(C2)=O